3-[(2,2-Difluorocyclopropyl)methoxy]piperidine sulfate hydrochloride Cl.S(=O)(=O)(O)O.FC1(C(C1)COC1CNCCC1)F